2-((5-chloro-2,3-difluoro-4-(4-hydroxy-3-isopropylbenzyl)phenyl)amino)-N-methylacetamide ClC=1C(=C(C(=C(C1)NCC(=O)NC)F)F)CC1=CC(=C(C=C1)O)C(C)C